FC=1N=CC2=CC=C(C=C2C1)C1=CN=C(S1)NC(=O)C1CCS(CC1)(=O)=O N-(5-(3-fluoroisoquinolin-6-yl)thiazol-2-yl)tetrahydro-2H-thiopyran-4-carboxamide 1,1-dioxide